2,3,4,6-Tetra-O-benzoyl-α-D-glucopyranosyl Benzoate C(C1=CC=CC=C1)(=O)O[C@@H]1[C@H](OC(C2=CC=CC=C2)=O)[C@@H](OC(C2=CC=CC=C2)=O)[C@H](OC(C2=CC=CC=C2)=O)[C@H](O1)COC(C1=CC=CC=C1)=O